methyl 4-(cyclopent-1-en-1-yl)-6-(4-{[(2-methoxyphenyl) formamido] methyl} phenyl)-1-[(4-methoxyphenyl) methyl]-1H-pyrazolo[4,3-c]pyridine-7-carboxylate C1(=CCCC1)C1=NC(=C(C2=C1C=NN2CC2=CC=C(C=C2)OC)C(=O)OC)C2=CC=C(C=C2)CNC(=O)C2=C(C=CC=C2)OC